1-(3-(4-fluorophenyl)prop-2-yne-1-yl)-6-methyl-1H-indole FC1=CC=C(C=C1)C#CCN1C=CC2=CC=C(C=C12)C